aluminum acetyl ketone C(C)(=O)C(=O)C(C)=O.[Al]